Tripropylenglycol mono-methyl ether COC(C)COC(C)COC(C)CO